iso-Decylacrylat C(CCCCCCC(C)C)OC(C=C)=O